3-acrylamido-4-((6-(2,6-dichloro-3,5-dimethoxyphenyl)quinazolin-2-yl)amino)-N,N-dimethylcyclopentanecarboxamide C(C=C)(=O)NC1CC(CC1NC1=NC2=CC=C(C=C2C=N1)C1=C(C(=CC(=C1Cl)OC)OC)Cl)C(=O)N(C)C